4-(furo[3,2-c]pyridin-4-yl)-N-(trans-5-hydroxyadamantan-2-yl)benzamide O1C=CC=2C(=NC=CC21)C2=CC=C(C(=O)NC1C3CC4CC(CC1C4)(C3)O)C=C2